C(C)(C)(C)OC(=O)N1CC2(CC1)CCN(CC2)C=2C1=C(N=C(N2)C2=CC=NC=C2)C=NC=C1OCCOC 8-(5-(2-methoxyethoxy)-2-(pyridin-4-yl)pyrido[3,4-d]Pyrimidin-4-yl)-2,8-diazaspiro[4.5]Decane-2-carboxylic acid tert-butyl ester